1-methyl-4-(methylthio)-1H-pyrazole CN1N=CC(=C1)SC